(2R,3S,4S)-4-hydroxy-2-[(4-methoxyphenyl)methyl]pyrrolidin-3-yl N-[2-(pyrrolidin-1-yl)ethyl]carbamate N1(CCCC1)CCNC(O[C@H]1[C@H](NC[C@@H]1O)CC1=CC=C(C=C1)OC)=O